COC1=CC=C(C=C1)C=C(C(=O)OCC(CCCC)CC)C(=O)OCC(CCCC)CC di(2-ethylhexyl) 4-methoxyphenylmethylenemalonate